(S)-3-amino-2-(hydroxymethyl)pyrrolidine-1-carboxylate NC1[C@H](N(CC1)C(=O)[O-])CO